α-L-fucosamine O[C@H]1[C@@H](N)[C@H](O)[C@H](O)[C@@H](O1)C